CC=1N=C2N(N=C(C=C2C(F)(F)F)C=2N=C3N(C(C2)=O)C=C(S3)N3CCNCC3)C1 7-[2-Methyl-8-(trifluoromethyl)imidazo[1,2-b]pyridazin-6-yl]-2-piperazin-1-ylthiazolo[3,2-a]pyrimidin-5-on